OCN(CC(=O)O)C hydroxymethyl-(methylglycine)